C(C)(C)(C)OC(=O)N1C(CC(CC1)=CC1CC1)C1=CC=CC=C1 4-(cyclopropylmethylene)-2-phenyl-piperidine-1-carboxylic acid tert-butyl ester